(((S)-1-methylpyrrolidin-2-yl)methoxy)-3,4,5',8'-tetrahydro-2H,6'H-spiro[naphthalene-1,7'-quinazolinE] CN1[C@@H](CCC1)COC1=NC=2CC3(CCC2C=N1)CCCC1=CC=CC=C13